NC1=C2C(=NC=N1)N(N=C2C2=CC=C(C=C2)OC2=CC=CC=C2)C2CCN(CC2)C(=O)N2CCC(CC2)CCC2CCN(CC2)C=2C=C1CN(C(C1=CC2)=O)C2C(NC(CC2)=O)=O 3-(5-(4-(2-(1-(4-(4-amino-3-(4-phenoxyphenyl)-1H-pyrazolo[3,4-d]pyrimidin-1-yl)piperidine-1-carbonyl)piperidin-4-yl)ethyl)piperidin-1-yl)-1-oxoisoindolin-2-yl)piperidine-2,6-dione